methyl 2-chlorothieno[2,3-d]pyrimidine-6-carboxylate ClC=1N=CC2=C(N1)SC(=C2)C(=O)OC